tungsten pentabutoxide [O-]CCCC.[O-]CCCC.[O-]CCCC.[O-]CCCC.[O-]CCCC.[W+5]